6,6'''-(((2R,4S)-pentane-2,4-diyl)bis(oxy))bis(3-(2,6-di-tert-butylanthracen-9-yl)-3'-fluoro-5-(2,4,4-trimethylpentan-2-yl)-[1,1'-biphenyl]-2-ol) C[C@H](C[C@H](C)OC=1C(=CC(=C(C1C1=CC(=CC=C1)F)O)C=1C2=CC=C(C=C2C=C2C=CC(=CC12)C(C)(C)C)C(C)(C)C)C(C)(CC(C)(C)C)C)OC1=CC=C(C=C1C=1C(=C(C=C(C1)C(C)(CC(C)(C)C)C)C=1C2=CC=C(C=C2C=C2C=CC(=CC12)C(C)(C)C)C(C)(C)C)O)F